N-ethyl-acetoamide C(C)NC(C)=O